di-tert-butyl (2R,4R)-4-((6-chloro-3-fluoro-4-(1-hydroxy-2-methylpropyl)-pyridin-2-yl) methyl)-2-methylpiperidine-1,4-dicarboxylate ClC1=CC(=C(C(=N1)C[C@@]1(C[C@H](N(CC1)C(=O)OC(C)(C)C)C)C(=O)OC(C)(C)C)F)C(C(C)C)O